[Cl-].[Cl-].C[Si](=[Zr+2](C1C(=CC2=C(C=CC=C12)C(C)C)C(C)C)C1C(=CC2=C(C=CC=C12)C(C)C)C(C)C)C Dimethylsilylene-bis(2-isopropyl-4-isopropyl-indenyl)zirconium dichloride